BrC1=C2C(=NC(=NC2=C(C=C1[N+](=O)[O-])F)Cl)Cl bromo-2,4-dichloro-8-fluoro-6-nitroquinazoline